2,2-difluoro-N'-hydroxyacetamidine FC(C(=NO)N)F